ClC1=C(C=CC=C1)N1C(=NN=C1C1=NC=NC=C1)C1CC(C1)NC(C1=CC(=CC=C1)F)=O N-((1S,3r)-3-(4-(2-chlorophenyl)-5-(pyrimidin-4-yl)-4H-1,2,4-triazol-3-yl)cyclobutyl)-3-fluorobenzamide